(1-methyl-2-oxo-ethyl)carbamic acid tert-butyl ester C(C)(C)(C)OC(NC(C=O)C)=O